C1(=CC=C(C=C1)S(=O)(=O)C(C/C=C/C1=CC=CC=C1)C(CCCl)=C)C (E)-7-chloro-5-methylene-1-phenyl-1-hepten-4-yl p-tolyl sulfone